BrC1=C2C=C(C=NC2=CN=C1)C=O 5-bromo-1,7-naphthyridine-3-carbaldehyde